S(=O)(=O)(O)C(C(=O)OCCCCCCCC)CC(=O)OCCCCCCCC.[Na] sodium dioctyl sulphosuccinate